ClC1=CC=C(C=C1)C1=C(CCC(C1)(C)C)C [2-(4-chlorophenyl)-4,4-dimethylcyclohex-1-enyl]methane